ClC1=NC=C(C(=N1)OC1=NC=2C=CC3=C(C2N=C1)C1=C(S3)C(N([C@@H](CN1)C)C)=O)COCC (R)-3-((2-chloro-5-(ethoxymethyl)pyrimidin-4-yl)oxy)-9,10-dimethyl-9,10,11,12-tetrahydro-8H-[1,4]diazepino[5',6':4,5]thieno[3,2-f]quinoxalin-8-one